C(CCCC)C1C2(OCC(O2)CCC(=O)C2=CC=CC=C2)CCC1 (±)-3-(6-pentyl-1,4-dioxaspiro[4.4]nonan-2-yl)-1-phenylpropan-1-one